5-(difluoromethoxy)-2-{[(3,4-dimethoxy-2-pyridyl)methyl]thio}-1H-benzimidazole FC(OC1=CC2=C(NC(=N2)SCC2=NC=CC(=C2OC)OC)C=C1)F